CC=1N=C2C(=NC1N1CCC3(CC1)OC1=C([C@H]3N)C=CC=C1)NN=C2N2CCCCC2 (3R)-1'-[5-methyl-3-(piperidin-1-yl)-1H-pyrazolo[3,4-b]pyrazin-6-yl]-3H-spiro[1-benzofuran-2,4'-piperidin]-3-amine